FC(C(=O)N)(C1=C(C=CC=C1)F)F difluoro-2-(2-fluorophenyl)acetamide